CC(=C[C@H]1C([C@@H]1C(=O)O)(C)C)C (1R)-trans-3-(2-methyl-1-propenyl)-2,2-dimethylcyclopropanecarboxylic acid